O=C1N(C(CC1)=O)C(C(C(=O)O)(C)NC(=O)OC(C)(C)C)(C)C.OCCOCCOCCN1C(C2=CC=CC=C2C1=O)=O 2-(2-(2-(2-hydroxyethoxy)ethoxy)ethyl)isoindoline-1,3-dione 2,5-dioxopyrrolidin-1-yl-2-((tert-butoxycarbonyl)-amino)-2,3-dimethylbutanoate